3-methyl-1-vinylmethylimidazolium sulfate S(=O)(=O)([O-])[O-].C[N+]1=CN(C=C1)CC=C.C[N+]1=CN(C=C1)CC=C